N-(2-cyclopropyl-4-fluorophenyl)-N-(1-methyl-1H-1,2,3-triazol-4-yl)-7-nitrobenzo[c][1,2,5]oxadiazol-4-amine C1(CC1)C1=C(C=CC(=C1)F)N(C1=CC=C(C2=NON=C21)[N+](=O)[O-])C=2N=NN(C2)C